1-(3,4-dimethylpyrimidino[4',5':4,5]thieno[2,3-c]pyridazin-8-yl)-3-methyl-azetidin-3-ol CC1=C(C2=C(N=N1)SC1=C2N=CN=C1N1CC(C1)(O)C)C